C[Si](C(C(=O)OCCCCCCCCCC)C)(OC)C decyl α-dimethylmethoxysilylpropionate